CC1=C(C[N+]2=C3N(C(C(=C2)C=2C(=NOC2C)C)=O)C=CC=C3)C=CC=C1 1-(2-methylbenzyl)-3-(3,5-dimethylisoxazol-4-yl)-4-oxo-4H-pyrido[1,2-a]pyrimidinium